4-[2-({4-[7-(aminocarbonyl)-2H-indazole-2-yl]phenyl}amino)-2-oxoethyl]-4-phenylpiperidinium NC(=O)C1=CC=CC2=CN(N=C12)C1=CC=C(C=C1)NC(CC1(CC[NH2+]CC1)C1=CC=CC=C1)=O